6-Chloro-4-{4-[(3-dimethylaminopropyl)aminomethyl]phenyl}-1-phenyl-1H-pyrrolo[2,3-b]pyridine ClC1=CC(=C2C(=N1)N(C=C2)C2=CC=CC=C2)C2=CC=C(C=C2)CNCCCN(C)C